CS(=O)(=O)NC=1C=C(C=CC1)OB(O)O (3-(methylsulfonylamino)phenyl)boric acid